CC1=C(C=NC=C1)CN1C(NC2=NC=C(C=C21)C2=CC(=C(C(=C2)F)F)F)=O 1-[(4-methyl-3-pyridinyl)methyl]-6-(3,4,5-trifluorophenyl)-3H-imidazo[4,5-b]pyridin-2-one